C(=O)(OC(C)(C)C)N1CCC(CC1)C(=O)O 1-(Boc)piperidine-4-carboxylic acid